FC=1C=2C3=C(C(NC2C=CC1)=O)C=CO3 9-fluorofuro[3,2-c]quinolin-4(5H)-one